CC1=CC=CC=2NC(=NC21)CNC(=O)C2=CC=1C(=NC=CC1C=1C=NC=C(C1)C1=CC=C(C=C1)N1C(CCC1)=O)N2 N-((4-methyl-1H-benzo[d]imidazol-2-yl)methyl)-4-(5-(4-(2-oxopyrrolidin-1-yl)phenyl)pyridin-3-yl)-1H-pyrrolo[2,3-b]pyridine-2-carboxamide